3-bromo-5-((5-methyl-1-(tetrahydro-2H-pyran-2-yl)-1H-indazol-4-yl)oxy)isonicotinic acid BrC1=C(C(=O)O)C(=CN=C1)OC1=C2C=NN(C2=CC=C1C)C1OCCCC1